C1(=CC=CC=C1)/C=C/CCCO (E)-5-phenyl-4-penten-1-ol